ClC1=C(C=CC=2C3=C(N(C12)CC#N)CCN(C3C)C(=O)C3=NC=C(C=N3)OC)Cl 2-(6,7-dichloro-2-(5-methoxypyrimidine-2-carbonyl)-1-methyl-1,2,3,4-tetrahydro-5H-pyrido[4,3-b]indol-5-yl)acetonitrile